BrC1=CN(C2=C1N=C(N=C2OCC=2N=NC=CC2)N2CCOCC2)C(=O)OC(C)(C)C tert-butyl 7-bromo-2-morpholino-4-(pyridazin-3-ylmethoxy)-5H-pyrrolo[3,2-d]pyrimidine-5-carboxylate